methyl 1-(1-(4-(difluoromethyl) phenyl) ethyl)-4-(propan-1-yn-1-yl)-1H-indazole-7-carboxylate FC(C1=CC=C(C=C1)C(C)N1N=CC2=C(C=CC(=C12)C(=O)OC)C#CC)F